2-bromo-N-(3-(2,4-dioxotetrahydropyrimidine-1(2H)-yl)-1-methyl-1H-indazol-7-yl)acetamide BrCC(=O)NC=1C=CC=C2C(=NN(C12)C)N1C(NC(CC1)=O)=O